C(C)(=O)O.FC=1C(=C(C=CC1F)C(=O)N1CC(C1)(O)CNCCC1=CC=NC=C1)NC1=C(C=C(C=C1)I)F 1-({3,4-difluoro-2-[(2-fluoro-4-iodophenyl)amino]phenyl}carbonyl)-3-{[(2-pyridin-4-ylethyl)amino]methyl}azetidin-3-ol acetate salt